2-((S)-1-acryloyl-4-(7-(8-methylnaphthalen-1-yl)-2-(((S)-1-(isopropyl-d7)pyrrolidin-2-yl)methoxy)-5,6,7,8-tetrahydropyrido[3,4-d]pyrimidin-4-yl)piperazin-2-yl)acetonitrile C(C=C)(=O)N1[C@H](CN(CC1)C=1C2=C(N=C(N1)OC[C@H]1N(CCC1)C(C([2H])([2H])[2H])(C([2H])([2H])[2H])[2H])CN(CC2)C2=CC=CC1=CC=CC(=C21)C)CC#N